2-methoxyimino-2-(o-tolyl)acetic acid CON=C(C(=O)O)C1=C(C=CC=C1)C